ClC1=NC(=CC(=C1)C1=C(N=C(S1)NC(=O)N1C(COCC1)C(C)(C)O)C1=CC(=CC=C1)C#N)C N-[5-(2-chloro-6-methyl-4-pyridyl)-4-(3-cyanophenyl)thiazol-2-yl]-3-(1-hydroxy-1-methylethyl)morpholine-4-carboxamide